N,N'-bis(2,4-dimethylphenyl)thiourea CC1=C(C=CC(=C1)C)NC(=S)NC1=C(C=C(C=C1)C)C